The molecule is an unsaturated fatty acyl-CoA that results from the formal condensation of the thiol group of coenzyme A with the carboxy group of (15Z,18Z,21Z,24Z)-3-oxotriacontatetraenoic acid. It is a 3-oxo-fatty acyl-CoA, an unsaturated fatty acyl-CoA and an ultra-long-chain fatty acyl-CoA. It derives from a (15Z,18Z,21Z,24Z)-triacontatetraenoic acid. It is a conjugate acid of a (15Z,18Z,21Z,24Z)-3-oxotriacontatetraenoyl-CoA(4-). CCCCC/C=C\\C/C=C\\C/C=C\\C/C=C\\CCCCCCCCCCCC(=O)CC(=O)SCCNC(=O)CCNC(=O)[C@@H](C(C)(C)COP(=O)(O)OP(=O)(O)OC[C@@H]1[C@H]([C@H]([C@@H](O1)N2C=NC3=C(N=CN=C32)N)O)OP(=O)(O)O)O